C1(=CC=CC=C1)P(C1=CC=CC=C1)C(P(C1=CC=CC=C1)C1=CC=CC=C1)P(C1=CC=CC=C1)C1=CC=CC=C1 Tris(diphenylphosphino)methane